3-bromo-5-(4-methoxybenzyl)-1,5-dihydro-4H-pyrazolo[3,4-d]pyridazin-4-one BrC1=NNC=2C=NN(C(C21)=O)CC2=CC=C(C=C2)OC